ClC1=CC(=C(C=C1)[C@@]1(OC2=C(O1)C=CC=C2C2CCN(CC2)CC=2N=NC(=CC2C)C2=NN=NN2)C)F 3-({4-[(2S)-2-(4-chloro-2-fluorophenyl)-2-methyl-1,3-benzodioxol-4-yl]piperidin-1-yl}methyl)-4-methyl-6-(1H-1,2,3,4-tetrazol-5-yl)pyridazine